3-(3-((5-(2-bromophenyl)-1,3,4-oxadiazol-2-yl)thio)propoxy)-5,7-dimethoxy-2-(3,4,5-trimethoxyphenyl)-4H-chromen-4-one BrC1=C(C=CC=C1)C1=NN=C(O1)SCCCOC1=C(OC2=CC(=CC(=C2C1=O)OC)OC)C1=CC(=C(C(=C1)OC)OC)OC